CC=1C(=NNC1C)NC=O N-(4,5-dimethyl-1H-pyrazol-3-yl)carboxamide